1-(4-bromophenyl)-3-(5-chloropyridin-2-yl)-1H-pyrazole-4-carbaldehyde BrC1=CC=C(C=C1)N1N=C(C(=C1)C=O)C1=NC=C(C=C1)Cl